Methyl 3-((4-fluoro-1H-indazol-1-yl)methyl)bicyclo[1.1.1]pentane-1-carboxylate FC1=C2C=NN(C2=CC=C1)CC12CC(C1)(C2)C(=O)OC